FS(C=1C=C(C=C(C1)C(F)(F)F)C1=NN(C=N1)\C=C/C(=O)NNC1=NC=CN=C1)(F)(F)(F)F (Z)-3-(3-(3-(pentafluorosulfanyl)-5-(trifluoromethyl)phenyl)-1H-1,2,4-triazol-1-yl)-N'-(pyrazin-2-yl)propen-hydrazide